cadmium-indium-tin oxide [Sn]=O.[In].[Cd]